ClC1=C(C(=O)N(CC(C)(C)O)C2=CC(=C(C=C2)Cl)F)C=CC(=N1)Cl 2,6-dichloro-N-(4-chloro-3-fluorophenyl)-N-(2-hydroxy-2-methylpropyl)nicotinamide